C(CCCCC(=O)O)(=O)O.CN1CC(C1)(C)[C@@](C=1C=C(C=NC1)C1=NOC(=N1)C(C)(C)O)(C1=CC=C(C=C1)C(C)C)O 2-(3-{5-[(R)-(1,3-dimethyl-azetidin-3-yl)-hydroxy-(4-isopropyl-phenyl)-methyl]-pyridin-3-yl}-[1,2,4]oxadiazol-5-yl)-propan-2-ol adipate